6-(N-benzylamino)purine C(C1=CC=CC=C1)NC1=C2NC=NC2=NC=N1